tris(β-chloro propyl) phosphate P(=O)(OCC(C)Cl)(OCC(C)Cl)OCC(C)Cl